C(=O)(O)[C@@H](CC=1C=C(NC=2C=C(C=CC2)C[C@H](C(=O)O)[C@@H]2CN(CC2)C)C=CC1)[C@@H]1CN(CC1)C (2S)-3-[3-[3-[(2S)-2-carboxy-2-[(3R)-1-methylpyrrolidin-3-yl]ethyl]anilino]phenyl]-2-[(3R)-1-methylpyrrolidin-3-yl]propionic acid